(3E)-1-bromo-14,14-dibutoxy-3-tetradecene BrCC\C=C\CCCCCCCCCC(OCCCC)OCCCC